[N+](=O)([O-])C=1C=CC2=C(CN(S2)C2=CC=CC=C2)C1 5-nitro-2-phenyl-1,2-benzothiazol